COC1=C(C=C2CCN(CC2=C1)C(=O)OC(C)(C)C)NC1=NC=C(C(=N1)Cl)C(F)(F)F 7-methoxy-6-(4-chloro-5-trifluoromethylpyrimidin-2-yl-amino)-2-N-t-butoxycarbonyl-1,2,3,4-tetrahydroisoquinoline